C1(CCCCC1)=NNC(C(=O)NN=C1CCCCC1)=O oxalic acid bis(cyclohexylidene hydrazide)